COC1C[C@H]2C([C@H]2C1)NC(=O)C1=CC(=NN1[C@@H](C)C1=CC=CC=C1)C(=O)NC N5-((1R,3R,5S,6r)-3-Methoxybicyclo[3.1.0]hexan-6-yl)-N3-methyl-1-((S)-1-phenylethyl)-1H-pyrazole-3,5-dicarboxamide